OCCN(CCCCCCCC(=O)OC(CCCCCCCC)CCCCCC)CCCCCC(OCCCCCCCCCCC)=O 1-hexylnonyl 8-[2-hydroxyethyl-(6-oxo-6-undecoxy-hexyl)amino]octanoate